ClC1=CN(C=2N=C(N=CC21)NC=2C(=NN(C2)[C@@H]2CN(CC2)S(=O)(=O)C)Cl)CC (S)-5-chloro-N-(3-chloro-1-(1-(methylsulfonyl)pyrrolidin-3-yl)-1H-pyrazol-4-yl)-7-ethyl-7H-pyrrolo[2,3-d]pyrimidin-2-amine